(4-(bis(4-methoxybenzyl)amino)-2-butoxyimidazo[2,1-f][1,2,4]triazin-7-yl)(2-isopropyl-1,2,3,4-tetrahydroisoquinolin-7-yl)methanol tert-Butyl-3-(2,7-dioxoazepan-3-yl)benzoate C(C)(C)(C)C1=C(C(=O)OC(C2=CC=C3CCN(CC3=C2)C(C)C)C2=CN=C3C(=NC(=NN32)OCCCC)N(CC3=CC=C(C=C3)OC)CC3=CC=C(C=C3)OC)C=CC=C1C1C(NC(CCC1)=O)=O